N-[[6-(benzyloxy)-1-(oxan-2-yl)-1,3-benzodiazol-2-yl]methyl]-3-ethyl-5-[(2S)-2-[2-(oxan-2-yloxy)ethyl]piperidin-1-yl]pyrazolo[1,5-a]pyrimidin-7-amine C(C1=CC=CC=C1)OC=1C=CC2=C(N(C(=N2)CNC2=CC(=NC=3N2N=CC3CC)N3[C@@H](CCCC3)CCOC3OCCCC3)C3OCCCC3)C1